C(C=C)(=O)[O-].[Na+].C(C=C)(=O)O acrylic acid sodium acrylate